C(C1=CC=CC=C1)S/C(=C/C(=O)C1CC=CCC1)/[Si](C)(C)C (E)-3-(Benzylthio)-1-(cyclohex-3-en-1-yl)-3-(trimethylsilyl)prop-2-en-1-one